OC(C(=O)OCC(CO)O)C 2,3-dihydroxypropyl 2-hydroxypropionate